FC1=C(C=CC(=C1)F)C1=CC2=C(N(C(N2C)=O)[C@H](CS(=O)(=O)C)C2=NC(=C(C=C2)OC)OCC)C=C1 (S)-5-(2,4-difluorophenyl)-1-(1-(6-ethoxy-5-methoxypyridin-2-yl)-2-(methylsulfonyl)ethyl)-3-methyl-1H-benzo[d]imidazol-2(3H)-one